FC1=CC=C(C=C1)C(C)C1=C(N=C(C(=N1)C(=O)N)C)NCCN1CCCC1 6-(1-(4-fluorophenyl)ethyl)-3-methyl-5-((2-(pyrrolidin-1-yl)ethyl)amino)pyrazine-2-carboxamide